8-methyl-1-naphthylamine CC=1C=CC=C2C=CC=C(C12)N